C(CCCCCC)OCCCCCCC heptylether